C1(CC1)C=1C(=NC2=C(C=C(C=C2C1O)F)C(C)=O)C1CCOCC1 1-(3-cyclopropyl-6-fluoro-4-hydroxy-2-tetrahydropyran-4-yl-8-quinolyl)ethanone